(R)-(3-chloro-4-(6-(1-methylcyclopropoxy)-9-((4-methylpyridin-2-yl)methyl)-9H-purin-8-yl)phenyl)(3-hydroxypyrrolidin-1-yl)methanone ClC=1C=C(C=CC1C=1N(C2=NC=NC(=C2N1)OC1(CC1)C)CC1=NC=CC(=C1)C)C(=O)N1C[C@@H](CC1)O